7-(5-chloro-2-((2-Methoxyethyl)amino)pyridine-4-yl)-2-(5-fluoro-2-(hydroxymethyl)benzyl)-3,4-dihydropyrrolo[1,2-a]pyrazine-1(2H)-one ClC=1C(=CC(=NC1)NCCOC)C=1C=C2N(CCN(C2=O)CC2=C(C=CC(=C2)F)CO)C1